diglycerin monooleate distearate C(CCCCCCCCCCCCCCCCC)(=O)O.C(CCCCCCCCCCCCCCCCC)(=O)O.C(CCCCCCC\C=C/CCCCCCCC)(=O)O.OCC(O)CO.OCC(O)CO